2,4-diaminophenoxyethanol dihydrochloride C1=CC(=C(C=C1N)N)OCCO.Cl.Cl